COC(=O)C=1C=C2C(=C(C(N(C2=CC1)C)=O)C#N)N1CCC(CC1)C=1OC2=C(N1)C=C(C=C2)C 3-Cyano-1-methyl-4-[4-(5-methyl-1,3-benzoxazol-2-yl)piperidin-1-yl]-2-oxo-1,2-dihydroquinoline-6-carboxylic acid methyl ester